FC=1C=C(CN2CC(CCC2)C2=CC=NC=3N2N=C(C3)C)C=CC1F 7-(1-(3,4-Difluorobenzyl)piperidin-3-yl)-2-methylpyrazolo[1,5-a]pyrimidin